5,10,15,20-tetrakis(4-carboxyphenyl)porphin methyl-2-amino-5-iodo-3-nitro-benzoate CC1=C(C(=C(C(=O)O)C=C1I)N)[N+](=O)[O-].C(=O)(O)C1=CC=C(C=C1)C=1C2=CC=C(N2)C(=C2C=CC(C(=C3C=CC(=C(C=4C=CC1N4)C4=CC=C(C=C4)C(=O)O)N3)C3=CC=C(C=C3)C(=O)O)=N2)C2=CC=C(C=C2)C(=O)O